1-[2-(4-ethylsulfonyl-piperazin-1-yl)propyl]-4-methyl-5-[[2-[6-(2,2,2-trifluoroethyl)quinazolin-4-yl]-2,7-diazaspiro[3.5]nonan-7-yl]methyl]indole-2-carbonitrile C(C)S(=O)(=O)N1CCN(CC1)C(CN1C(=CC2=C(C(=CC=C12)CN1CCC2(CN(C2)C2=NC=NC3=CC=C(C=C23)CC(F)(F)F)CC1)C)C#N)C